3-(3-methoxy-2,6-dimethylphenyl)-6-(2-methylpyrimidin-5-yl)-7-toluenesulfonyl-3,7-dihydro-4H-pyrrolo[2,3-d]pyrimidin-4-one COC=1C(=C(C(=CC1)C)N1C=NC2=C(C1=O)C=C(N2S(=O)(=O)CC2=CC=CC=C2)C=2C=NC(=NC2)C)C